[Bi].[In].[Pb].[Sn] tin-lead-indium-bismuth